tert-butyl 4-(1-methyl-7-((methylsulfonyl)oxy)-6,7-dihydro-5H-benzo[c][1,2,3]triazolo[1,5-a]azepin-9-yl)piperidine-1-carboxylate CC=1N=NN2C1C1=C(C(CC2)OS(=O)(=O)C)C=C(C=C1)C1CCN(CC1)C(=O)OC(C)(C)C